R-3-(4,4-difluoro-3-methylpiperidin-1-yl)-6-fluoro-N-(2-sulfamoylpyridin-4-yl)quinoxaline-2-carboxamide FC1([C@@H](CN(CC1)C=1C(=NC2=CC=C(C=C2N1)F)C(=O)NC1=CC(=NC=C1)S(N)(=O)=O)C)F